NC1=CC=C2C(=N1)CC[C@H]2NC([C@H](C)NC(=O)[C@@H]2NCCC(=C2)C2=C(C=C(C=C2)F)Cl)=O (R)-N-((S)-1-(((R)-2-amino-6,7-dihydro-5H-cyclopenta[b]pyridin-5-yl)amino)-1-oxopropan-2-yl)-4-(2-chloro-4-fluorophenyl)-1,2,5,6-tetrahydropyridine-2-carboxamide